3,5-dimethyl-4-hydroxyphenylacetic acid CC=1C=C(C=C(C1O)C)CC(=O)O